NC1=CC=C(C=C1)CC1=CC=C(C=C1)N (Bis(4-aminophenyl))methane